4-methoxy-1-(((S)-oxetan-2-yl)methyl)-1H-benzo[d]imidazole-6-carboxylate COC1=CC(=CC=2N(C=NC21)C[C@H]2OCC2)C(=O)[O-]